tert-Butyl 6-(6,6-difluoro-3-azabicyclo[3.1.0]hexan-3-yl)quinoline-4-carboxylate FC1(C2CN(CC12)C=1C=C2C(=CC=NC2=CC1)C(=O)OC(C)(C)C)F